tert-butyl 4-((4-(3-(2,4-dioxotetrahydropyrimidin-1(2H)-yl)-1-methyl-1H-indazol-6-yl)phenyl)sulfonyl)piperidine-1-carboxylate O=C1N(CCC(N1)=O)C1=NN(C2=CC(=CC=C12)C1=CC=C(C=C1)S(=O)(=O)C1CCN(CC1)C(=O)OC(C)(C)C)C